ClC=1C(=CC2=C(OCCN(S2(=O)=O)[C@@H](C(C)C2=C(C(=CC=C2F)C)C)C2=NNC(O2)=O)C1)COC 5-((1S)-1-(7-chloro-8-(methoxymethyl)-1,1-dioxido-3,4-dihydro-2H-benzo[b][1,4,5]oxathiazepin-2-yl)-2-(6-fluoro-2,3-dimethylphenyl)propyl)-1,3,4-oxadiazol-2(3H)-one